OCC1=NC=CC(=C1)C1CN(CC1)C(=O)OC(C)(C)C tert-Butyl 3-(2-(hydroxymethyl)pyridin-4-yl)pyrrolidine-1-carboxylate